C(C=C)(=O)N1C[C@@H](N(CC1)C=1C2=C(N(C(N1)=O)C=1C(=NC=CC1C)C(C)C)N=C(C(=C2)F)C2=C(C=CC=C2O)F)C (1R)-4-((S)-4-propenoyl-2-methylpiperazin-1-yl)-6-fluoro-7-(2-fluoro-6-hydroxyphenyl)-1-(2-isopropyl-4-methylpyridin-3-yl)pyrido[2,3-d]pyrimidin-2(1H)-one